N'-[(2R)-2-Benzyloxy-2-(trifluoromethyl)pent-4-enoyl]-6-(1,1-dimethylpent-4-enylamino)-3-nitro-5-(trifluoromethyl)pyridine-2-carbohydrazide C(C1=CC=CC=C1)O[C@@](C(=O)NNC(=O)C1=NC(=C(C=C1[N+](=O)[O-])C(F)(F)F)NC(CCC=C)(C)C)(CC=C)C(F)(F)F